4-bromo-2-(2-chloro-4-methylphenyl)-2-methylbenzo[d][1,3]dioxol BrC1=CC=CC=2OC(OC21)(C)C2=C(C=C(C=C2)C)Cl